5-isocyanato-4,6-bis(propan-2-yl)-1,3-dihydro-2-benzofuran N(=C=O)C1=C(C2=C(COC2)C=C1C(C)C)C(C)C